INDIUM ZINC-TIN OXIDE [Sn]=O.[Zn].[In]